C[C@H]1CC[C@@H](N(C1)C(C(=O)NC=1C=C(C=NC1)C(=O)N)=O)C=1C=NC2=CC=CC=C2C1 |r| rac-5-{2-[(2R,5S)-5-methyl-2-(Quinolin-3-yl)piperidin-1-Yl]-2-oxoacetamido}Pyridine-3-carboxamide